N-(1-hydroxypropan-2-yl)benzamide OCC(C)NC(C1=CC=CC=C1)=O